FC(C(=O)O)(F)F.C([C@@H](O)[C@@H](O)[C@H](O)[C@H](O)CO)O mannitol trifluoroacetate